ClC=1C=CC(=C(C1)C(=O)N)F (5-chloro-2-fluorophenyl)carboxamide